N-(6-chloronaphthalene-1-yl)acetamide ClC=1C=C2C=CC=C(C2=CC1)NC(C)=O